1-[4-(2,3-Dimethylphenyl)piperazin-1-yl]-2-[3-(4-hydroxy-2-oxa-8-azaspiro[4.5]decan-8-carbonyl)-5,6-dihydrocyclopenta[c]pyrazol-1(4H)-yl]ethan-1-on CC1=C(C=CC=C1C)N1CCN(CC1)C(CN1N=C(C2=C1CCC2)C(=O)N2CCC1(C(COC1)O)CC2)=O